N-methyl-3,6-diphenyl-5-hexen-3-amine CNC(CC)(CC=CC1=CC=CC=C1)C1=CC=CC=C1